BrC1=CC(CN=C1C(C)OC)(C=1NC2=CC=CC=C2C1C(C(C)(C)C)O[Si](C1=CC=CC=C1)(C1=CC=CC=C1)C(C)(C)C)C1NCCN(C1)C(=O)[O-] 5-(5-bromo-3-(3-((tert-butyldiphenylsilyloxy)-2,2-dimethylpropyl)-1H-indol-2-yl)-6-(1-methoxyethyl)pyridin-3-yl)piperazine-1-carboxylate